ClC1=C(C=CC=C1)C1=CC2=C(N=C(N=C2)NC2=CC=C(C=C2)N2CCN(CC2)C(=O)OC(C)(C)C)N2C1=NCC2 tert-butyl 4-(4-((6-(2-chlorophenyl)-8,9-dihydroimidazo[1',2':1,6]pyrido[2,3-d]pyrimidin-2-yl)amino)phenyl)piperazine-1-carboxylate